CN1C2=C(CC[C@H](C1=O)NC(C1=NC=CC(=C1)OC1=CC=CC=C1)=O)C=CC(=C2)CN2CCN(CC2)C2=CC=NC=C2 |r| (±)-N-(1-Methyl-2-oxo-8-((4-(pyridin-4-yl)piperazin-1-yl)methyl)-2,3,4,5-tetrahydro-1H-benzo[b]azepin-3-yl)-4-phenoxypicolinamid